OC1=C(C=CC=C1)C1=CC2=C(N=N1)NC(=C2C)[C@H]2CN(CC2)C(C=C)=O (R)-1-(3-(3-(2-hydroxyphenyl)-5-methyl-7H-pyrrolo[2,3-c]pyridazin-6-yl)pyrrolidin-1-yl)prop-2-en-1-one